C(CCCCCCCCCCCCCCC)(=O)OCC(COC(C(O)C)=O)OC(C(O)C)=O glycerol di-lactate monopalmitate